3-(4-(tert-butyl)phenyl)-5,5-dimethyl-1-((2-((tetrahydro-2H-pyran-4-yl)amino)pyridin-4-yl)methyl)imidazolidine-2,4-dione C(C)(C)(C)C1=CC=C(C=C1)N1C(N(C(C1=O)(C)C)CC1=CC(=NC=C1)NC1CCOCC1)=O